4-((2S,5R)-4-acryloyl-2,5-dimethylpiperazin-1-yl)-7-(2-amino-6-fluorophenyl)-1-(4-amino-6-isopropylpyrimidin-5-yl)-6-chloropyrido[2,3-d]pyrimidin C(C=C)(=O)N1C[C@@H](N(C[C@H]1C)C=1C2=C(N(CN1)C=1C(=NC=NC1C(C)C)N)N=C(C(=C2)Cl)C2=C(C=CC=C2F)N)C